N4-(8-cyclopropylcinnolin-4-yl)-N2-(4-morpholinophenyl)pyrimidine-2,4-diamine C1(CC1)C=1C=CC=C2C(=CN=NC12)NC1=NC(=NC=C1)NC1=CC=C(C=C1)N1CCOCC1